NC1=C(C=C(C=C1)N1CCOCC1)NC(O)=O.N=1C=NN2C1C=CC(=C2)C=2C=CN1N=C(N=C(C12)OC)NC1CC(C1)(C)NC(C)=O N-((1s,3s)-3-((5-([1,2,4]triazolo[1,5-a]pyridin-6-yl)-4-methoxypyrrolo[2,1-f][1,2,4]triazin-2-yl)amino)-1-methylcyclobutyl)acetamide (2-amino-5-morpholino-phenyl)carbamate